tert-butyl 4-(4-(3-morpholinobenzyl oxy)phenyl)-1H-imidazole-1-carboxylate O1CCN(CC1)C=1C=C(COC2=CC=C(C=C2)C=2N=CN(C2)C(=O)OC(C)(C)C)C=CC1